(1r,4r)-4-(3-(2-(difluoromethoxy)-6-methoxypyridin-3-yl)-1-(2-(2-fluoropropan-2-yl)phenyl)ureido)cyclohexane-1-carboxylic acid FC(OC1=NC(=CC=C1NC(N(C1=C(C=CC=C1)C(C)(C)F)C1CCC(CC1)C(=O)O)=O)OC)F